C1(=CC=CC=C1)C(=CC(=O)O)C1=CC=CC=C1 β,β-diphenylacrylic acid